CNC(C(C#N)(Cl)Cl)=O N-methyl-2,2-dichloro-3-nitrilopropionamide